3-[4-(azetidin-3-yl)phenyl]-5-[1-(trifluoromethyl)cyclopropyl]-4H-1,2,4-triazole N1CC(C1)C1=CC=C(C=C1)C1=NN=C(N1)C1(CC1)C(F)(F)F